((2-methoxy-5-(methoxycarbonyl)phenyl)amino)propanoic acid COC1=C(C=C(C=C1)C(=O)OC)NC(C(=O)O)C